3-(4-(7-bromoheptylthio)-1-oxoisoindolin-2-yl)piperidine-2,6-dione BrCCCCCCCSC1=C2CN(C(C2=CC=C1)=O)C1C(NC(CC1)=O)=O